methyl (5-cyano-2-methylbenzyl)carbamimidothioate C(#N)C=1C=CC(=C(CNC(=N)SC)C1)C